(1-(4-amino-3-methoxyphenyl)piperidin-4-yl)(morpholino)methanone NC1=C(C=C(C=C1)N1CCC(CC1)C(=O)N1CCOCC1)OC